1-((2-methyl-1H-imidazol-5-yl)methyl)-4-(4-(trifluoromethyl)phenyl)-1,2,3,4-tetrahydroquinoxaline CC=1NC(=CN1)CN1CCN(C2=CC=CC=C12)C1=CC=C(C=C1)C(F)(F)F